tert-butyl 3-((8-((tert-butoxycarbonyl)(3-(trifluoromethoxy)phenyl)amino)-3-isopropylimidazo[1,2-b]pyridazin-6-yl)thio)piperidine-1-carboxylate C(C)(C)(C)OC(=O)N(C=1C=2N(N=C(C1)SC1CN(CCC1)C(=O)OC(C)(C)C)C(=CN2)C(C)C)C2=CC(=CC=C2)OC(F)(F)F